benzyl (1S,3R)-3-aminocyclopentane-1-carboxylate hydrochloride Cl.N[C@H]1C[C@H](CC1)C(=O)OCC1=CC=CC=C1